C(C)(C)(C)NS(=O)(=O)C=1C=C(C=CC1)NC(C1=C(N=C(C=C1)[C@](C(F)(F)F)(C)O)N1CCC2(CC2)CC1)=O (S)-N-(3-(N-(tert-Butyl)sulfamoyl)phenyl)-2-(6-azaspiro[2.5]octan-6-yl)-6-(1,1,1-trifluoro-2-hydroxypropan-2-yl)nicotinamide